6-chloro-3-[[(1R)-1-(7-fluoro-9-oxo-2,3-dihydro-1H-pyrrolo[2,1-b]quinazolin-5-yl)ethyl]amino]pyridine-2-carboxylic acid ClC1=CC=C(C(=N1)C(=O)O)N[C@H](C)C1=CC(=CC=2C(N3C(=NC12)CCC3)=O)F